[Si](C)(C)(C(C)(C)C)O[C@H]1[C@@H]2[C@H](C(NC1)=O)OC(O2)(C)C (3aR,7R,7aS)-7-[tert-butyl(dimethyl)silyl]oxy-2,2-dimethyl-5,6,7,7a-tetrahydro-3aH-[1,3]dioxolo[4,5-c]pyridin-4-one